FC1=C(C=CC=C1C1=NN(C=C1C1=NC(=NC=C1)NC1CCN(CC1)S(=O)(=O)C)C(C)C)NS(=O)(=O)C1=CC=CC=C1 N-(2-fluoro-3-(1-isopropyl-4-(2-((1-(methylsulfonyl)piperidin-4-yl)amino)pyrimidin-4-yl)-1H-pyrazol-3-yl)phenyl)benzenesulfonamide